C(\C=C/C(=O)O)(=O)O cis-2-butenedioic acid